(E)-1-cyclopropyl-3-methoxyprop-2-en-1-one C1(CC1)C(\C=C\OC)=O